BrC1=CC(=C(C=C1C(F)(F)F)NS(=O)(=O)C=1C=C(C(=O)O)C=CC1CC)N1CCCCC1 3-(N-(4-bromo-2-(piperidin-1-yl)-5-(trifluoromethyl)phenyl)sulfamoyl)-4-ethylbenzoic acid